N-(4-methoxyphenyl)-4-methyl-5-(quinolin-5-yl)nicotinamide COC1=CC=C(C=C1)NC(C1=CN=CC(=C1C)C1=C2C=CC=NC2=CC=C1)=O